NC1=NC=CC=C1C1=NC=2C(=NC(=CC2)C2=CC=CC=C2)N1C1=CC(=C(C=C1)NC(=O)C=1C(=C(C(=O)O)C=CC1)F)F 3-((4-(2-(2-aminopyridin-3-yl)-5-phenyl-3H-imidazo[4,5-b]pyridin-3-yl)-2-fluorophenyl)carbamoyl)-2-fluorobenzoic acid